(S)-3-(2-(benzyloxy)-3-methoxyphenyl)-2-((tert-butoxycarbonyl)amino)propionic acid methyl ester COC([C@H](CC1=C(C(=CC=C1)OC)OCC1=CC=CC=C1)NC(=O)OC(C)(C)C)=O